[Cl-].CC(C)CCCC(CCC(CCCCC(CCCCCCCCCCCCCCCCCC)CCCCCCCCCCCCCCCCCC)NCCCCN1C=[N+](C=C1)C)C 1-(4-((2,6-dimethyl-14-octadecyldotriacontan-9-yl)amino)butyl)-3-methyl-1H-imidazol-3-ium chloride